C(CCC)NC=1N=CC2=C(N1)N(C=C2C2=CC=C(C=C2)NC(=O)C=2C(C(=C(N(C2)C2CC2)C(=O)O)C2=CC=C(C=C2)F)=O)C2CCN(CC2)C(C(C)C)=O ((4-(2-(butylamino)-7-(1-isobutyrylpiperidin-4-yl)-7H-pyrrolo[2,3-d]pyrimidin-5-yl)phenyl)carbamoyl)-1-cyclopropyl-3-(4-fluorophenyl)-4-oxo-1,4-dihydropyridine-2-carboxylic acid